[Cu+2].C(CC)P([O-])([O-])=O propylphosphonate copper